1,3-dibromocarbazole BrC1=CC(=CC=2C3=CC=CC=C3NC12)Br